6-(4-amino-4-phenylpiperidin-1-yl)-3-(4-chloro-1-(methyl-d3)-1H-indazol-5-yl)-1H-pyrazolo[3,4-d]pyrimidine-4-nitrile NC1(CCN(CC1)C1=NC(=C2C(=N1)NN=C2C=2C(=C1C=NN(C1=CC2)C([2H])([2H])[2H])Cl)C#N)C2=CC=CC=C2